2-(2-phenylthiazol-4-yl)-5-(methylsulfanyl)-1,3,4-thiadiazole C1(=CC=CC=C1)C=1SC=C(N1)C=1SC(=NN1)SC